ClC1=C(/C=C/C=2SC(=C(N2)C2=CC=C(C=C2)F)Br)C=CC(=C1)Cl (E)-2-(2,4-dichlorostyryl)-5-bromo-4-(4-fluorophenyl)thiazole